(3-bromo-4-(3,3-dimethylpiperazin-1-yl)phenyl)-2-((3-chloro-2-methylphenyl)(methyl)amino)benzamide BrC=1C=C(C=CC1N1CC(NCC1)(C)C)C=1C(=C(C(=O)N)C=CC1)N(C)C1=C(C(=CC=C1)Cl)C